4-isopropyl-7-methyl-5,7-octadienoic acid C(C)(C)C(CCC(=O)O)C=CC(=C)C